CC(CCN(C)C)C 3-methylbutyl-dimethylamine